2-(2,3-Bis(t-butoxycarbonyl)guanidino)-5-bromopyridine C(C)(C)(C)OC(=O)N=C(NC1=NC=C(C=C1)Br)NC(=O)OC(C)(C)C